BrC1CN(CCC1=O)C 3-bromo-N-methyl-4-piperidinone